FC(CN1C=NC2=C1C=C(C=C2F)C=2C(=CN1N=C(N=C(C12)OC)N[C@H]1[C@@H](CN(CC1)CCOC)F)F)F 5-(1-(2,2-difluoroethyl)-4-fluoro-1H-benzo[d]imidazol-6-yl)-6-fluoro-N-((3R,4R)-3-fluoro-1-(2-methoxyethyl)piperidin-4-yl)-4-methoxypyrrolo[2,1-f][1,2,4]triazin-2-amine